2-(2,2,2-trifluoroacetamido)ethyl 2-cyano-2-(4-oxocyclohexylidene)acetate C(#N)C(C(=O)OCCNC(C(F)(F)F)=O)=C1CCC(CC1)=O